[O].[Pb] lead-oxygen salt